4-(3-(2,4-Difluoro-3-hydroxy-5-(trifluoromethyl)phenyl)-1-methyl-1H-pyrazolo[4,3-c]pyridin-6-yl)piperazin-2-one FC1=C(C=C(C(=C1O)F)C(F)(F)F)C1=NN(C2=C1C=NC(=C2)N2CC(NCC2)=O)C